O1CC(C1)NCC1=CC=2N(C(=C1)C1=CC=C(C#N)C=C1)N=CN2 4-(7-{[(oxetan-3-yl)amino]methyl}-[1,2,4]triazolo[1,5-a]pyridin-5-yl)benzonitrile